CC(C)=CCC[C@@H](C)CC=O |r| racemic-citronellal